isopropyl (S)-2-((S)-3-(6-cyano-1H-indol-3-yl)-2-methoxypropanamido)-6-diazo-5-oxohexanoate C(#N)C1=CC=C2C(=CNC2=C1)C[C@@H](C(=O)N[C@H](C(=O)OC(C)C)CCC(C=[N+]=[N-])=O)OC